2-(2,6-dichlorophenyl)-4(s)-(4-fluorophenyl)-1H-imidazol ClC1=C(C(=CC=C1)Cl)C=1NC=C(N1)C1=CC=C(C=C1)F